COC(CCCCCCCC(C(CCCCCCCC)O)O)=O 9,10-dihydroxystearic acid methyl ester